methyl (S)-2-((tert-butoxycarbonyl)amino)-3-(2-chloro-4-hydroxyphenyl)propanoate C(C)(C)(C)OC(=O)N[C@H](C(=O)OC)CC1=C(C=C(C=C1)O)Cl